C(C)(C)(C)OC(=O)N1C[C@@H](CC1)COC(=O)C=1C(=CC=CC1)C |r| (+-)-3-((toluoyloxy)methyl)pyrrolidine-1-carboxylic acid tert-butyl ester